N-[2-(3-Bromo-thiophen-2-yl)-imidazo[1,2-a]pyridin-7-yl]-methyl-amine BrC1=C(SC=C1)C=1N=C2N(C=CC(=C2)NC)C1